N1(C2=C(OCCC1)N=C1C(=C2)C=CN1)C1=C(C(=O)NS(=O)(=O)C2=CC(=C(C=C2)NC[C@H]2OC[C@@H](CC2)O)[N+](=O)[O-])C=CC=C1 2-(3,4-dihydro-2H-pyrrolo[3',2':5,6]pyrido[2,3-b][1,4]oxazepin-1(7H)-yl)-N-((4-((((2S,5R)-5-hydroxytetrahydro-2H-pyran-2-yl)methyl)amino)-3-nitrophenyl)sulfonyl)benzamide